ClC(C=1C=CC(=C(C1)C=1C(=NN(C1C(=O)N)C1=CC(=CC=C1)C#N)C(F)(F)F)F)C1=CC=CC=C1 5-(chloro(phenyl)methyl)-2-fluorophenyl-1-(3-cyanophenyl)-3-(trifluoromethyl)-1H-pyrazole-5-carboxamide